BrC=1C(=NC=CC1)C#N 3-bromopyridine-2-carbonitrile